C(C)OC(CCCCOC(COCC(OCCCCC(=O)OCC)C1=CC=CC=C1)C1=CC=CC=C1)=O 6,9,12-trioxa-7,11-diphenyl-heptadecanedioic acid diethyl ester